NC1(CCC1)CO (1-aminocyclobutyl)methanol